amino-5-bromo-1-(3-methoxy-2,6-dimethyl-phenyl)-6-methyl-pyrrolo[2,3-b]Pyridine-3-carboxamide NC1=C(C=2C(=NC(=C(C2)Br)C)N1C1=C(C(=CC=C1C)OC)C)C(=O)N